C(C)(=O)N1C[C@H]([C@H](CC1)CN1N=CC(=C1C(=O)NC1=NC=C(C=C1F)C#CC1=CC=CC=C1)Cl)F 1-(((3S,4R)-1-acetyl-3-fluoropiperidin-4-yl)methyl)-4-chloro-N-(3-fluoro-5-(phenylethynyl)pyridin-2-yl)-1H-pyrazole-5-carboxamide